FCC(NCCC[C@@H](C=1OC(=CN1)C1=CC=CC=C1)NC(=O)C1=CC2=CC=CC=C2C=C1OC)=N (S)-N-(4-(2-Fluoroacetimidamido)-1-(5-phenyloxazol-2-yl)butyl)-3-methoxy-2-naphthamide